C1(CC1)C(C(=O)N1CC(C(CC1)NC1=CC(=NC=N1)C(=O)NC[C@@H](CN1CC2=CC=CC=C2CC1)O)(F)F)=O 6-((1-(2-cyclopropyl-2-oxoacetyl)-3,3-difluoropiperidin-4-yl)amino)-N-((S)-3-(3,4-dihydroisoquinolin-2(1H)-yl)-2-hydroxypropyl)pyrimidine-4-carboxamide